C1CC12CCN(CC2)C=2C=C(C=CC2N2N=NC(=C2)C2=CC(=NC(=C2)C)N2CCC(CC2)(F)F)C(C(CC)S(=O)(=O)N)O (3-{6-azaspiro[2.5]oct-6-yl}-4-{4-[2-(4,4-difluoropiperidin-1-yl)-6-methylpyridin-4-yl]-1H-1,2,3-triazol-1-yl}phenyl)-1-hydroxybutane-2-sulfonamide